ethyl (S)-1-amino-2-(1-(tert-butoxycarbonyl) pyrrolidin-2-yl)-4-(4-(pyridin-2-ylcarbamoyl) phenyl)-1H-imidazole-5-carboxylate NN1C(=NC(=C1C(=O)OCC)C1=CC=C(C=C1)C(NC1=NC=CC=C1)=O)[C@H]1N(CCC1)C(=O)OC(C)(C)C